(1R,2R,3S,4R,5S)-4-(6-(cyclopentylamino)-2-iodo-9H-purin-9-yl)-2,3-dihydroxybicyclo[3.1.0]hexane-1-carbonitrile C1(CCCC1)NC1=C2N=CN(C2=NC(=N1)I)[C@H]1[C@@H]([C@@H]([C@@]2(C[C@H]12)C#N)O)O